C(#N)C1=CC=C(C=C1)NC1=NC(=NC2=CC(=C(C=C12)OC)OC)SC(C(=O)O)CC ((4-((4-cyanophenyl)amino)-6,7-dimethoxyquinazolin-2-yl)thio)butanoic acid